ClC=1C(=C(C=CC1)NS(=O)(=O)C1=CC=C(C=C1)S(=O)(=O)N(C)C)N1CCC(CC1)OC1=NC=CC=C1 N1-(3-chloro-2-(4-(pyridin-2-yloxy)piperidin-1-yl)phenyl)-N4,N4-dimethylbenzene-1,4-disulfonamide